(R)-4-amino-2-(4-methylbenzyl)isoxazolidin-3-one hydrochloride Cl.N[C@H]1C(N(OC1)CC1=CC=C(C=C1)C)=O